O=C1NC(CCC1N1C(C2=CC=C(C=C2C1=O)NCCOCCC1(C(=O)N)CC(C(=O)NC2=CC3=C(NC(=N3)CN3[C@H](CCC3)C)C=C2)=CC=C1)=O)=O 1-(2-(2-((2-(2,6-dioxopiperidin-3-yl)-1,3-dioxoisoindolin-5-yl)amino)ethoxy)ethyl)-N3-(2-(((S)-2-methylpyrrolidin-1-yl)methyl)-1H-benzo[d]imidazol-5-yl)isophthalamide